C(C(C)C)C1=CC=C(C=C1)C(C(=O)OCC1=CC=C(C=C1)C1=C(CCP(O1)(=O)OCC)[Se]C1=CC=CC=C1)C 4-(2-Ethoxy-2-oxido-5-(phenylselanyl)-3,4-dihydro-1,2-oxaphosphinin-6-yl)benzyl 2-(4-isobutylphenyl)propanoate